1-((2S,5R)-5-((3-(2-(methoxymethyl)cyclopropyl)-1H-pyrrolo[2,3-b]pyridin-4-yl)amino)-2-methylpiperidin-1-yl)prop-2-en-1-one COCC1C(C1)C1=CNC2=NC=CC(=C21)N[C@@H]2CC[C@@H](N(C2)C(C=C)=O)C